(3S,4S,5R,6R)-4-fluoro-6-(hydroxymethyl)tetrahydro-2H-pyran-2,3,5-triol F[C@@H]1[C@H](C(O[C@@H]([C@H]1O)CO)O)O